2-Benzyl-2H-indazole-6-carboxylic acid hydroxyamide ONC(=O)C=1C=CC2=CN(N=C2C1)CC1=CC=CC=C1